6-methyl-N-(5-methyl-4-oxo-2,3,4,5-tetrahydropyrido[3,2-b][1,4]oxazepin-3-yl)-4-oxo-1-(2,2,2-trifluoroethyl)-1,4-dihydropyridazine-3-carboxamide CC1=CC(C(=NN1CC(F)(F)F)C(=O)NC1C(N(C2=C(OC1)C=CC=N2)C)=O)=O